FC=1C(=CC=2N(C1)C=NN2)NCCO 2-[(6-fluoro-[1,2,4]triazolo[4,3-a]pyridin-7-yl)amino]ethanol